BrC=1C=C(C(=NC1)C(=O)NC1=C(N=NC(=C1)C(C(F)(F)F)(F)F)NC)SCC 5-bromo-3-(ethylsulfanyl)-N-[3-(methylamino)-6-(1,1,2,2,2-pentafluoroethyl)pyridazin-4-yl]pyridine-2-carboxamide